(1S,3R) or (1S,3S)-7-bromo-1-[2-chloro-6-(difluoromethoxy)phenyl]-2,3-dihydro-1H-pyrrolo[1,2-a]benzimidazol-3-ol BrC=1C=CC2=C(N3C(=N2)[C@@H](C[C@H]3C3=C(C=CC=C3OC(F)F)Cl)O)C1 |o1:9|